4-(2,2-Difluoromorpholino)benzene-1,2-diamine FC1(OCCN(C1)C=1C=C(C(=CC1)N)N)F